N(C)CC(=O)[O-].C(CCCCCCCCCCC)(=O)OS(=O)(=O)O.[Na+] sodium lauroylsulfate sarcosinate